FC=1C=C2C(=C(C=NC2=CC1)C(=O)N1CCN(CC1)S(=O)(=O)C)N1CCC(CC1)C#N 1-(6-Fluoro-3-(4-(methylsulfonyl)piperazine-1-carbonyl)quinolin-4-yl)piperidine-4-carbonitrile